2-fluoro-4-methoxybenzoic acid FC1=C(C(=O)O)C=CC(=C1)OC